P1OC2=C(C=CC=C2)OPOC2=C(C=CC=C2)O1 diphenylene diphosphonite